O1CCN(CC1)C=1C2=C(N=C(N1)NC1=CC(=NN1)C1=CC=CC=C1)C1=C(O2)N=CC=C1 4-Morpholino-N-(3-phenyl-1H-pyrazol-5-yl)pyrido[3',2':4,5]furo[3,2-d]pyrimidin-2-amine